Natrium (S)-3-(4-Methoxy-2',6'-dimethylbiphenyl-3-yl)-3-(3-(1-methyl-4-oxido-2-oxo-1,2-dihydropyridin-3-yl)ureido)propanoat COC1=C(C=C(C=C1)C1=C(C=CC=C1C)C)[C@H](CC(=O)[O-])NC(=O)NC=1C(N(C=CC1[O-])C)=O.[Na+].[Na+]